COC(C1=NC=C(C(=C1)C(F)(F)F)OCCN(C)C)=O.CC=1C(=NC(=C(N1)C)C)CN1CCN(CC1)C(=O)C1=C(C=CC=C1)C(C)=O 1-(2-(4-((3,5,6-trimethylpyrazin-2-yl)methyl)piperazine-1-carbonyl)phenyl)ethanone methyl-5-(2-(dimethylamino)ethoxy)-4-(trifluoromethyl)picolinate